6,7-dichloro-1-phenyl-4-(piperazin-1-yl)phthalazine ClC=1C=C2C(=NN=C(C2=CC1Cl)C1=CC=CC=C1)N1CCNCC1